2-(benzyloxycarbonylamino)-acrylic acid methyl ester COC(C(=C)NC(=O)OCC1=CC=CC=C1)=O